(1R,5R)-N-(7-ethoxy-4-(1-methyl-3-phenyl-1H-pyrazol-4-yl)quinazolin-6-yl)-3-methyl-3-azabicyclo[3.1.0]hexane-1-carboxamide C(C)OC1=C(C=C2C(=NC=NC2=C1)C=1C(=NN(C1)C)C1=CC=CC=C1)NC(=O)[C@]12CN(C[C@@H]2C1)C